CNC(=O)C1=CC2=C(N(C(=N2)C2=C(C(=O)OC)C=CC=C2)C=2C=C3CCC(NC3=CC2)=O)C=C1 Methyl 2-[5-(methylcarbamoyl)-1-(2-oxo-3,4-dihydro-1H-quinolin-6-yl)benzimidazol-2-yl]benzoate